3-(2-azidophenyl)-1-phenylpropan-2-yn-1-ol N(=[N+]=[N-])C1=C(C=CC=C1)C#CC(O)C1=CC=CC=C1